[(naphthyl)phenyl]chrysene C1(=CC=CC2=CC=CC=C12)C1=C(C=CC=C1)C1=CC=CC=2C3=CC=C4C=CC=CC4=C3C=CC12